(S)-2-(2-fluoro-3-isopropyl-6-methoxyphenyl)-2-((R)-3-(methyl(5-(5,6,7,8-tetrahydro-1,8-naphthyridin-2-yl)pentyl)amino)pyrrolidin-1-yl)acetic acid FC1=C(C(=CC=C1C(C)C)OC)[C@@H](C(=O)O)N1C[C@@H](CC1)N(CCCCCC1=NC=2NCCCC2C=C1)C